N-(1-acryloylpiperidin-4-yl)-4-amino-3-methoxybenzamide C(C=C)(=O)N1CCC(CC1)NC(C1=CC(=C(C=C1)N)OC)=O